C1(CC1)CNCC1=NC2=C(C=CC=C2C=C1)NS(=O)(=O)C1=CC=C(C=C1)C(F)(F)F N-(2-(((Cyclopropylmethyl)amino)methyl)quinolin-8-yl)-4-(trifluoromethyl)benzenesulfonamide